ClC1=C(C(=CC(=C1)N[C@@H]1C(NC(CC1)=O)=O)F)N1CCC(CC1)(O)CC(=O)OC(C)(C)C tert-butyl 2-[1-[2-chloro-4-[[(3S)-2,6-dioxo-3-piperidyl]amino]-6-fluoro-phenyl]-4-hydroxy-4-piperidyl]acetate